bis(methylamino)-cyclohexane CNC1(CCCCC1)NC